bis(2-isocyanatoethyl) ether N(=C=O)CCOCCN=C=O